2-(Cyclohexylsulfinyl)thiophene C1(CCCCC1)S(=O)C=1SC=CC1